O1C(COCC1)COS(=O)(=O)C(F)(F)F Trifluoromethanesulfonic acid 1,4-dioxan-2-ylmethyl ester